2-(2-fluoro-3-(trifluoromethyl)phenyl)-N-(5-fluoro-6-(4-(morpholin-2-yl)-1H-imidazol-1-yl)pyridin-3-yl)acetamide FC1=C(C=CC=C1C(F)(F)F)CC(=O)NC=1C=NC(=C(C1)F)N1C=NC(=C1)C1CNCCO1